C(C)N(CCNCCCCCCCC\C=C/CCCCCCCC)CC (Z)-N1,N1-diethyl-N2-(octadec-9-en-1-yl)ethane-1,2-diamine